C1(CC1)C[C@@H](C(=O)O)NC(=O)C=1NC2=C(C=CC=C2C1)F (2S)-3-cyclopropyl-2-[(7-fluoro-1H-indole-2-carbonyl)amino]propanoic acid